quinazolin-6-yl-1-methyl-1H-pyrrole-2-carbaldehyde N1=CN=CC2=CC(=CC=C12)C1=C(N(C=C1)C)C=O